Cl.FC1(C[C@H](CNC1)N1C(C(CCC1)C)=O)F (3'R)-5',5'-difluoro-3-methyl-[1,3'-bipiperidin]-2-one hydrochloride